5-Bromo-2-fluoronicotinonitrile BrC=1C=NC(=C(C#N)C1)F